zinc-aluminum carbon [C].[Al].[Zn]